NC=1C=2N(C3=C(N1)C=NC(=C3)C(=O)N([C@H]3COC1=C3C=CC(=C1)C(F)(F)F)C1CC1)C=NC2 (R)-4-amino-N-cyclopropyl-N-(6-(trifluoromethyl)-2,3-dihydrobenzofuran-3-yl)imidazo[1,5-a]pyrido[3,4-e]pyrazine-8-carboxamide